tert-butyl (8-(2-((2-(2,6-dioxopiperidin-3-yl)-1,3-dioxoisoindolin-4-yl)oxy)acetamido)octyl)carbamate O=C1NC(CCC1N1C(C2=CC=CC(=C2C1=O)OCC(=O)NCCCCCCCCNC(OC(C)(C)C)=O)=O)=O